4-bromo-2-(4-chloro-2-fluorophenyl)-2-methylbenzo[d][1,3]dioxolane BrC1=CC=CC=2OC(OC21)(C)C2=C(C=C(C=C2)Cl)F